5,12-bis(biphenyl-2-yl)tetracene C1(=C(C=CC=C1)C1=C2C=CC=CC2=C(C2=CC3=CC=CC=C3C=C12)C1=C(C=CC=C1)C1=CC=CC=C1)C1=CC=CC=C1